8-(4,4-Difluoropiperidin-1-yl)-[1,2,4]triazolo[4,3-a]pyridin-6-amine FC1(CCN(CC1)C=1C=2N(C=C(C1)N)C=NN2)F